IC1=C(C(=CC=C1)C)C1=C(C=CC=C1C)[S@@](=NC(C1=CC=CC=C1)=O)C1=CC(=CC=C1)C(F)(F)F N-((S)-((R)-2'-iodo-6,6'-dimethyl-[1,1'-biphenyl]-2-yl)(3-(trifluoromethyl)phenyl)-λ4-sulfaneylidene)benzamide